4-(5-cyclopropyl-1H-pyrazol-3-yl)-6-methoxy-N2,N2-dimethyl-7-(3-(pyrrolidin-1-yl)propoxy)quinazoline-2,4-diamine C1(CC1)C1=CC(=NN1)C1(NC(=NC2=CC(=C(C=C12)OC)OCCCN1CCCC1)N(C)C)N